4-methoxy-5-(trifluoromethoxy)-2-((trimethylsilyl)ethynyl)aniline COC1=CC(=C(N)C=C1OC(F)(F)F)C#C[Si](C)(C)C